C(C)(C)(C)OC(NN1N=NC2=C1C=CC(=C2)C#N)=O tert-butyl-5-cyano-1H-benzo[d][1,2,3]triazole-1-carbamate